dihydroxy-4-ethoxy-4'-n-butoxybenzophenone OC=1C(=C(C(=O)C2=CC=C(C=C2)OCCCC)C=CC1OCC)O